Methyl 2-[acetyl(2-naphthylmethyl)amino]-6-hydroxy-1-benzothiophene-3-carboxylate C(C)(=O)N(C=1SC2=C(C1C(=O)OC)C=CC(=C2)O)CC2=CC1=CC=CC=C1C=C2